3-methyl-3'-bromo-2,2'-bipyridine CC=1C(=NC=CC1)C1=NC=CC=C1Br